C(=CCCCCCCCC(C)C)C(C(=O)O)CC(=O)O isododecenyl-succinic acid